OC([C@@H]1N(C(OC1)(C)C)C(=O)OC(C)(C)C)C1CCN(S1(=O)=O)CC1=CC=C(C=C1)OC tert-butyl (4R)-4-(hydroxy(2-(4-methoxybenzyl)-1,1-dioxidoisothiazolidin-5-yl)methyl)-2,2-dimethyloxazolidine-3-carboxylate